1-(5-bromo-4-(1-methoxyethyl)-6-methylpyridin-3-yl)-3-(8-chloro-2-methyl-[1,2,4]triazolo[1,5-a]pyridin-6-yl)urea BrC=1C(=C(C=NC1C)NC(=O)NC=1C=C(C=2N(C1)N=C(N2)C)Cl)C(C)OC